10-(5-tert-butyl-2-pyridyl)-6-(2,6-dimethylphenyl)-12-methyl-2,2-dioxo-9-oxa-2λ6-thia-3,5,12,19-tetrazatricyclo[12.3.1.14,8]nonadeca-1(18),4(19),5,7,14,16-hexaen-13-one C(C)(C)(C)C=1C=CC(=NC1)C1OC2=CC(=NC(NS(C=3C=CC=C(C(N(C1)C)=O)C3)(=O)=O)=N2)C2=C(C=CC=C2C)C